auraxanthin C1=NC(=C(N1)[C-]=O)N[C-]=O.[Au]